ON(CC1=CC=CC=C1)C(C1=CC=C(C=C1)OC(C)=O)P(C1=CC=CC=C1)C1=CC=CC=C1 (((hydroxy)benzylamino)(4-(acetoxy)phenyl)methyl)diphenylphosphine